C(C)OC(=O)C1=NC(=NO1)C1=C(C=C(C=C1)Cl)Cl 3-(2,4-dichlorophenyl)-1,2,4-oxadiazole-5-carboxylic acid ethyl ester